N-((5-fluoro-6-(5-methoxypyrazin-2-yl)-1H-indol-2-yl)methyl)acetamide FC=1C=C2C=C(NC2=CC1C1=NC=C(N=C1)OC)CNC(C)=O